BrC=1C=CC=NC1N1CCC(CC1)OC1=C(C=C(C=C1)F)F 5-bromo-6-(4-(2,4-difluorophenoxy)piperidin-1-yl)pyridin